C(C)O[Si](C(=C)C1=CC=CC=C1)(OCC)OCC triethoxy-(1-phenylethenyl)silane